CS(=O)(=O)C=1C=C(OC[C@H]2OC2)C=CC1 (S)-2-((3-(methylsulfonyl)phenoxy)methyl)oxirane